COC1=CC=C(C=C1)CN1C(N(CCC1=O)C1=CC=C(C=C1)N1CCN(CC1)C(=O)OC(C)(C)C)=O Tert-butyl 4-[4-[3-[(4-methoxyphenyl)methyl]-2,4-dioxo-hexahydropyrimidin-1-yl] phenyl]piperazine-1-carboxylate